C(C)(C)(C)C=1C=CC=2N(C3=CC=CC=C3C2C1)C1=C(C(=C(C(=C1C1=C(C=CC=C1C)C)N1C2=CC=CC=C2C=2C=C(C=CC12)C(C)(C)C)C1=NC(=NC(=N1)C1=CC=CC=C1)C1=CC=CC=C1)C1=C(C=CC=C1C)C)C#N 3',5'-bis(3-(tert-butyl)-9H-carbazol-9-yl)-6'-(4,6-diphenyl-1,3,5-triazin-2-yl)-2,2'',6,6''-tetramethyl-[1,1':4',1''-terphenyl]-2'-carbonitrile